(+)-N-isopropyl-N'-(4-(sec-butyl)aminomethylcyclohepta[7,6-b]indol-7-yl)thiourea acetate C(C)(=O)O.C(C)(C)NC(=S)NC1=CC2=NC3=C(C=CC=C3C2=CC=C1)CNC(C)CC